ClC=1C=C(C(=NC1)N1C([C@H](N(C(C1)=O)CC1=CC=C(C=C1)C(F)F)C1COC1)=O)F (R)-1-(5-chloro-3-fluoropyridin-2-yl)-4-(4-(difluoromethyl)benzyl)-3-(oxetan-3-yl)piperazine-2,5-dione